8-fluoro-1-methyl-6-oxoindolo[1,2-a]quinoxaline-5(6H)-carboxylic acid tert-butyl ester C(C)(C)(C)OC(=O)N1C(C=2N(C=3C(=CC=CC13)C)C1=CC=CC(=C1C2)F)=O